F[C@@]1(C[C@H](N(C1)C(=O)OC(C)(C)C)C(=O)OCC1=CC=CC=C1)CO 2-benzyl 1-(tert-butyl) (2S,4R)-4-fluoro-4-(hydroxymethyl)pyrrolidine-1,2-dicarboxylate